5-Bromo-N-(3-(4,4-difluoropiperidin-1-yl)-4-methoxyphenyl)-4'-(trifluoromethyl)-[1,1'-biphenyl]-2-carboxamide BrC1=CC=C(C(=C1)C1=CC=C(C=C1)C(F)(F)F)C(=O)NC1=CC(=C(C=C1)OC)N1CCC(CC1)(F)F